BrC1=NC=CC(=C1)CN(CCO)C 2-[(2-bromo-4-pyridyl)methyl-methyl-amino]ethanol